ClC=1C=C2C(=C3C4(NC(NC13)=O)CCCCC4)OC(=C2)CN2C(CCC2)CO 5'-chloro-2'-{[2-(hydroxymethyl)pyrrolidin-1-yl]methyl}-1',8'-dihydro-6'H-spiro[cyclohexane-1,9'-furo[2,3-f]quinazoline]-7'-one